O1CCN(CC1)C1=NC=C(C=N1)C1CC(CC(C1)=O)=O 5-(2-morpholinopyrimidin-5-yl)cyclohexane-1,3-dione